O1CCC(=CC1)C=1C=CC(=C2C=NN(C12)CC#N)NC1=NC=C(C(=N1)NC)C(F)(F)F 2-(7-(3,6-dihydro-2H-pyran-4-yl)-4-((4-(methylamino)-5-(trifluoromethyl)pyrimidin-2-yl)amino)-1H-indazol-1-yl)acetonitrile